5-fluoro-benzo[d]thiazole-6-carboxamide FC=1C(=CC2=C(N=CS2)C1)C(=O)N